N-(3-cyanoethylamino-4-methoxyphenyl)octanamide C(#N)CCNC=1C=C(C=CC1OC)NC(CCCCCCC)=O